CN(CCN(C1=C(C=C(C(=C1)OC)NC1=NC=CC(=N1)C1=CN=C2N1C=CC=C2C)NC(C=C)=O)C)C N-(2-((2-(dimethylamino)ethyl)-(methyl)amino)-4-methoxy-5-((4-(8-methylimidazo[1,2-a]pyridin-3-yl)pyrimidin-2-yl)amino)phenyl)acrylamide